ClC=1C(=NC(=NC1)N[C@@H]1CN(CCC1)C(C)=O)N1CC(CC1)C1=NC=CC=C1 1-((3S)-3-((5-chloro-4-(3-(pyridin-2-yl)pyrrolidin-1-yl)pyrimidin-2-yl)amino)piperidin-1-yl)ethan-1-one